C(C)(=O)N1C[C@H](CC1)NCC1=CC(=C(C=C1)N1N=CC(=C1)C1=NC(=NC=C1C#N)NC1CCN(CC1)S(=O)(=O)C)Cl (S)-4-(1-(4-(((1-Acetylpyrrolidin-3-yl)amino)methyl)-2-chlorophenyl)-1H-pyrazol-4-yl)-2-((1-(methylsulfonyl)piperidin-4-yl)amino)pyrimidine-5-carbonitrile